Methyl 3-(N-(2-((dimethylamino)methyl)quinolin-8-yl)sulfamoyl)benzoate CN(C)CC1=NC2=C(C=CC=C2C=C1)NS(=O)(=O)C=1C=C(C(=O)OC)C=CC1